N-{4-[2-(2,6-dichlorophenyl)acetamido]pyridin-2-yl}-N-(4-fluorophenyl)acetamide ethyl-8-bromo-5-(2,4-dimethoxybenzylamino)-7-phenylimidazo[1,2-c]pyrimidine-2-carboxylate C(C)OC(=O)C=1N=C2N(C(=NC(=C2Br)C2=CC=CC=C2)NCC2=C(C=C(C=C2)OC)OC)C1.ClC1=C(C(=CC=C1)Cl)CC(=O)NC1=CC(=NC=C1)N(C(C)=O)C1=CC=C(C=C1)F